tert-butyl (R)-(5-(methoxy(methyl)carbamoyl)-2,3-dihydro-1H-inden-1-yl)carbamate CON(C(=O)C=1C=C2CC[C@H](C2=CC1)NC(OC(C)(C)C)=O)C